N-(4-Fluoro-3-(6-(oxiran-2-ylmethoxy)benzo[b]thiophene-2-carboxamido)phenyl)-2,3-dihydrobenzo[b][1,4]dioxine-6-carboxamide FC1=C(C=C(C=C1)NC(=O)C1=CC2=C(OCCO2)C=C1)NC(=O)C1=CC2=C(S1)C=C(C=C2)OCC2OC2